C1(CC1)C1=C(C(=NO1)C1=C(C=CC=C1Cl)Cl)COC1CCN(CC1)C1=CC=C(C(=O)NNC(=O)OC(C)(C)C)C=C1 Tert-butyl 2-(4-(4-((5-cyclopropyl-3-(2,6-dichlorophenyl) isoxazol-4-yl) methoxy) piperidin-1-yl) benzoyl)-hydrazinocarboxylate